ClC=1C(=NC=C(C1)C(F)(F)F)CNC(=O)C1CN(C(C1)=O)C1CCCC1 N-[[3-chloro-5-(trifluoromethyl)pyridin-2-yl]methyl]-1-cyclopentyl-5-oxopyrrolidine-3-carboxamide